4-amino-N-((5-cyanopyridin-2-yl)methyl)-N-(1-fluoroprop-2-yl)-1,3-dihydrofuro[3,4-c][1,7]naphthyridine-8-carboxamide NC1=NC=2C=NC(=CC2C2=C1COC2)C(=O)N(C(CF)C)CC2=NC=C(C=C2)C#N